3-(5-methoxyindolyl)-1-propanol COC=1C=C2C=C(NC2=CC1)CCCO